[Si](C)(C)(C(C)(C)C)OCC1=CC=C(CNC=2C=C(N=NC2)N)C=C1 N5-(4-(((tert-butyldimethylsilyl)oxy)methyl)benzyl)pyridazin-3,5-diamine